CN1C=NC=C1[C@]1(NC(NC1=O)=O)CNC(OC(C)(C)C)=O |r| rac-tert-butyl {[4-(1-methyl-1H-imidazol-5-yl)-2,5-dioxoimidazolidin-4-yl]methyl}carbamate